2-ethyl-4-methylene-glutaric acid C(C)C(C(=O)O)CC(C(=O)O)=C